CN1N=NC2=C1C=CC(=C2C)C(C(C(=O)O)(C)C)C2=CC(=C(C=C2)C)CN2C[C@H](OC1=C(C=CC=3C=CN=CC13)C2)CC 3-(1,4-dimethyl-1H-benzo[d][1,2,3]triazol-5-yl)-3-(3-(((R)-2-ethyl-2,3-dihydro-[1,4]oxazepino[6,7-h]isoquinolin-4(5H)-yl)methyl)-4-methylphenyl)-2,2-dimethylpropanoic acid